N-(3-Cyano-4-methyl-1H-indol-7-yl)-1-(3-fluoropropyl)pyrazol-4-sulfonamid C(#N)C1=CNC2=C(C=CC(=C12)C)NS(=O)(=O)C=1C=NN(C1)CCCF